1,5-bis(carboxymethylamino)anthraquinone aluminium hydroxide salt [OH-].[Al+3].C(=O)(O)CNC1=CC=CC=2C(C3=C(C=CC=C3C(C12)=O)NCC(=O)O)=O.[OH-].[OH-]